2,3-dihydropyridazine-4-carboxylic acid methyl ester COC(=O)C=1CNN=CC1